C(C)(C)(C)OC(=O)NC=1C(=C(C=C2C=C(N=CC12)NC(NC1COCCC1)=O)C1=C(C2=C(OCCN2C(=O)OC(C)(C)C)N=C1)C)F tert-Butyl 7-[8-(tert-butoxycarbonylamino)-7-fluoro-3-(tetrahydropyran-3-ylcarbamoylamino)-6-isoquinolyl]-8-methyl-2,3-dihydropyrido[2,3-b][1,4]oxazine-1-carboxylate